C(C)C1=C(C=CC=C1N1C(N(CC1)CCO)=O)S(=O)(=O)Cl 2-ethyl-3-[3-(2-hydroxyethyl)-2-oxoimidazolidin-1-yl]benzene-1-sulfonyl chloride